dioxo-N-(2,4,6-trifluorobenzyl)-1',4',5',11'-tetrahydro-3'H,4H,7'H-spiro[isoxazole-5,6'-[2,7]methanopyrido[1,2-a][1,4]diazonine]-10'-carboxamide O=C1N2C(C=3N(C(C4(CC1)CC=NO4)C2)C=C(CC3)C(=O)NCC3=C(C=C(C=C3F)F)F)=O